N5-(2-fluorophenyl)-N6-3,3,3-trifluoropropyl-2-(trifluoromethyl)-1H-imidazo[4,5-b]pyrazine-5,6-diamine FC1=C(C=CC=C1)NC=1N=C2C(=NC1NCCC(F)(F)F)NC(=N2)C(F)(F)F